4-{[3-(4-Chloro-2-hydroxy-6-methylphenyl)-7H-pyrrolo[2,3-c]pyridazin-7-yl]methyl}-1-methylpyrrolidin-2-one ClC1=CC(=C(C(=C1)C)C1=CC2=C(N=N1)N(C=C2)CC2CC(N(C2)C)=O)O